O=C1NCCC2=CC=C(C=C12)NS(=O)(=O)F (1-oxo-1,2,3,4-tetrahydroisoquinolin-7-yl)sulfamoyl fluoride